NC=1C(=NC(=C(N1)F)C1=CC(=C(C=C1)N1C[C@H](O[C@H](C1)C)C)CN(C)C)C1=CC(=C2C(NC(=NC2=C1)C)=O)F 7-(3-amino-6-(3-((dimethylamino)methyl)-4-((2R,6S)-2,6-dimethylmorpholino)phenyl)-5-fluoropyrazin-2-yl)-5-fluoro-2-methylquinazolin-4(3H)-one